BrCC1(CC1)S(=O)(=O)C(COC)(COC)C 1-(bromomethyl)-1-((1,3-dimethoxy-2-methylpropan-2-yl)sulfonyl)cyclopropane